OC=1C=C(C=CC2=NC3=CC=C(C(=C3C=C2)O)C(=O)O)C=CC1O 2-(3,4-dihydroxystyryl)-5-hydroxyquinoline-6-carboxylic acid